O=C1N(CCC(N1)=O)C1=NN(C2=C(C(=CC=C12)N1CCN(CC1)CC1CN(CC1)C(=O)OC(C)(C)C)F)C tert-butyl 3-((4-(3-(2,4-dioxotetrahydropyrimidin-1(2H)-yl)-7-fluoro-1-methyl-1H-indazol-6-yl)piperazin-1-yl)methyl)pyrrolidine-1-carboxylate